P(O)(O)O.C[SiH](C)C.C[SiH](C)C.C[SiH](C)C tri-(trimethylsilane) phosphite